COC=1C=C(C=C(C1OC)OC)C(C(C(C1=CC(C(=O)Cl)=CC=C1)=O)C1=CC(=C(C=C1)OCC)[N+](=O)[O-])Cl (Z)-1-(3,4,5-trimethoxyphenyl)-2-(3-nitro-4-ethoxyphenyl)ethyleneIsophthaloyl dichloride